tridecyl-carbonyl-carbon trithioformate C(=S)[O-].C(=S)[O-].C(=S)[O-].C(CCCCCCCCCCCC)C(=O)[C+3]